NC1=NC=C(C2=C1C(=NN2C)C2=CC(=C(C=C2)NS(=O)(=O)C(F)F)O[C@@H](C)C2=CC=C(C=C2)F)C#CC2CCN(CC2)CC(F)(F)F (S)-N-(4-(4-amino-1-methyl-7-((1-(2,2,2-trifluoroethyl)piperidin-4-yl)ethynyl)-1H-pyrazolo[4,3-c]pyridin-3-yl)-2-(1-(4-fluorophenyl)ethoxy)phenyl)-1,1-difluoromethane-sulfonamide